N1(N=CC2=C1CNC2)C=2C=CC(=NC2)C(=O)NC 5-(5,6-dihydropyrrolo[3,4-c]pyrazol-1(4H)-yl)-N-methylpicolinamide